ClC=1C(=C(C=CC1)[C@H]1C(NC(C1(C1=C(C=C(C=C1)Cl)Cl)C#N)CC(C)(C)C)(C(=O)OC(C)(C)C)C)F tert-butyl (2'S,3S,4'S,5'R)-3-(3-chloro-2-fluorophenyl)-4-cyano-4-(2,4-dichlorophenyl)-5-(2,2-dimethylpropyl)-2-methylpyrrolidine-2-carboxylate